NC1=C(C=C(CNC(OC(C)(C)C)=O)C=C1C)C(NCC1CC1)=O tert-butyl (4-amino-3-((cyclopropylmethyl)carbamoyl)-5-methylbenzyl)carbamate